perfluoroacetonitrile FC(C#N)(F)F